FC1=C(C(=C(C(=C1[B-](C1=C(C(=C(C(=C1F)F)F)F)F)(C1=C(C(=C(C(=C1F)F)F)F)F)C1=C(C(=C(C(=C1F)F)F)F)F)F)F)F)F.CC1=CC=CC=C1.CC1=CC=CC=C1.CC1=CC=CC=C1.[Ag+] silver tris(toluene) tetrakis(pentafluorophenyl)borate